6,13-dihydro-6,13-ethanopentacene-15,16-dione C1=CC=CC2=CC=3C4C5=CC6=CC=CC=C6C=C5C(C3C=C12)C(C4=O)=O